CC1=C(C=CC(=C1C)C1=CC=C(C=C1)C=1C(=NNC1C)C=1C=NN(C1)C)S(=O)(=O)N 2,3-dimethyl-4-[4-[5-methyl-3-(1-methylpyrazol-4-yl)-1H-pyrazol-4-yl]phenyl]benzenesulfonamide